5-(4-Butoxy)phenyl-3-butenamine CCCCOC=1C=CC=C(C1)C(CC=C)N